C(C1=CC=CC=C1)OCC1=C(C=C(C=C1)Cl)C=1C(=CC=CC1O)O 2'-((benzyloxy)methyl)-5'-chloro-[1,1'-biphenyl]-2,6-diol